C(C1=CC=CC=C1)N(C[C@H](O)C1=CC(=CC=C1)F)CC1CCC(CC1)NS(=O)(=O)C N-((1R,4r)-4-((benzyl((R)-2-(3-fluorophenyl)-2-hydroxyethyl)amino)methyl)cyclohexyl)methanesulfonamide